2-[(5-bromopyridin-2-yl)oxy]Ethan-1-ol BrC=1C=CC(=NC1)OCCO